F[P-](F)(F)(F)(F)F.Br[P+](N1CCCC1)(N1CCCC1)N1CCCC1 bromotris(pyrrolidin-1-yl)phosphonium hexafluorophosphate